ClC=1C2=C(N=CN1)N(C=C2I)C(C#C)C2CC2 4-chloro-7-(1-cyclopropylprop-2-yn-1-yl)-5-iodo-7H-pyrrolo[2,3-d]Pyrimidine